[Si](C)(C)(C(C)(C)C)OC[C@@H]1N(CC=2C1=NC=C(C2)C=O)C(=O)[O-] (R)-7-(((tert-butyldimethylsilyl)oxy)methyl)-3-formyl-5,7-dihydro-6H-pyrrolo[3,4-b]pyridine-6-carboxylate